C12C3NNC(CCCCCCCNC(CCC1)N2)O3 19-oxa-3,4,13,18-tetraazatricyclo[12.3.1.12,5]nonadecan